C(C=C)(=O)N1C[C@H](CCC1)C1=NC(=NO1)C=1C=CC(=NC1)NC(C1=NC(=CC=C1)C1=CC=NN1CC(F)(F)F)=O (S)-N-(5-(5-(1-acryloylpiperidin-3-yl)-1,2,4-oxadiazol-3-yl)pyridin-2-yl)-6-(1-(2,2,2-trifluoroethyl)-1H-pyrazol-5-yl)picolinamide